OC(C)C1=CC=C2CN(C(C2=C1)=O)C1C(NC(CC1)=O)=O 3-(6-(1-hydroxyethyl)-1-oxoisoindolin-2-yl)piperidine-2,6-dione